(S)-4-cyclopropoxy-2-nitro-5-(1-(pyrimidin-2-yl)ethoxy)benzonitrile C1(CC1)OC1=CC(=C(C#N)C=C1O[C@@H](C)C1=NC=CC=N1)[N+](=O)[O-]